C1(CC1)C=1C=CN=NC1 5-cyclopropylpyridazin